CC1=NNC(=C1C1=C(C=C(C=C1)CNC)NS(=O)(=O)C1=CC=CC=C1)C N-(2-(3,5-dimethyl-1H-pyrazole-4-yl)-5-((methylamino)methyl)phenyl)benzenesulfonamide